CN1NC=2C(N(CCC2C1=O)C(=O)OC(C)(C)C)C tert-butyl 2,7-dimethyl-3-oxo-1,2,3,4,5,7-hexahydro-6H-pyrazolo[3,4-c]pyridine-6-carboxylate